(5S)-5-{[(6-chloro-4-{3,8-diazabicyclo[3.2.1]oct-3-yl}-8-fluoro-7-(3-hydroxynaphthalen-1-yl)quinazolin-2-yl)oxy]methyl}pyrrolidin-2-one ClC=1C=C2C(=NC(=NC2=C(C1C1=CC(=CC2=CC=CC=C12)O)F)OC[C@@H]1CCC(N1)=O)N1CC2CCC(C1)N2